t-amylperoxy octanoate C(CCCCCCC)(=O)OOOC(C)(C)CC